fluorine boron dipyrrole N1C=CC=C1.N1C=CC=C1.[B].[F]